C(C)(=O)N1CCC(CC1)C1=CC2=C(N=CN=C2N[C@H](C)C=2C=C(C=C(C2)C=O)C2(CN(C2)C(=O)OC(C)(C)C)F)N(C1=O)C tert-butyl 3-[3-[(1R)-1-[[6-(1-acetyl-4-piperidyl)-8-methyl-7-oxo-pyrido[2,3-d]pyrimidin-4-yl]amino]ethyl]-5-formyl-phenyl]-3-fluoro-azetidine-1-carboxylate